tert-butyl (tert-butoxycarbonyl)(3,3-dimethyl-5-oxopentyl)carbamate C(C)(C)(C)OC(=O)N(C(OC(C)(C)C)=O)CCC(CC=O)(C)C